(1H-benzimidazol-2-yl)-[(5R,8aS)-1-(1-methanesulfonyl-1-methyl-ethyl)-5-methyl-5,6,8a,9-tetrahydro-8H-7,10-dioxa-2,4,4b-triazaphenanthren-3-yl]-methylamine N1C(=NC2=C1C=CC=C2)N(C)C=2N=C(C=1OC[C@@H]3COC[C@H](N3C1N2)C)C(C)(C)S(=O)(=O)C